4-[3-[2-(5,6,7,8-tetrahydro-1,8-naphthyridin-2-yl)ethyl]cyclobutoxy]-2-[(1,2,4-trimethyl-6-oxo-pyridine-3-carbonyl)amino]butanoic acid N1=C(C=CC=2CCCNC12)CCC1CC(C1)OCCC(C(=O)O)NC(=O)C1=C(N(C(C=C1C)=O)C)C